OC=1C=C(C=CC1)N1C(=C2C(N(N=CC2=C1C)C1=CC=CC=C1)=O)C 6-(3-Hydroxyphenyl)-5,7-dimethyl-2-phenyl-2,6-dihydro-1H-pyrrolo[3,4-d]pyridazin-1-one